C1(CC1)N1C=[N+](C2=C1C(C1=CC=CC=C1C2=NO)=O)C (E) or (Z)-1-cyclopropyl-4-(hydroxyimino)-3-methyl-9-oxo-4,9-dihydro-1H-naphtho[2,3-d]imidazol-3-ium